C(C)(C)(C)OC(=O)N1C=NC2=CC(=CC=C2C1C)C(F)(F)F 4-methyl-7-(trifluoromethyl)-4H-quinazoline-3-carboxylic acid tert-butyl ester